N(CC(C)O)CC(C)O iminodi-2-propanol